NC1=C(C=C(C=N1)C=1C=C2N(N1)CC[C@@]21CN(CC1)C(=O)NC(C)C1=NN(C=C1)CC)C(F)(F)F (3S)-2'-[6-amino-5-(trifluoromethyl)pyridin-3-yl]-N-[1-(1-ethyl-1H-pyrazol-3-yl)ethyl]-5',6'-dihydro-1H-spiro[pyrrolidine-3,4'-pyrrolo[1,2-b]pyrazole]-1-carboxamide